C1(CC1)C(=O)NC1=CC(=C(N=N1)C(=O)O[Zn])NC1=C(C(=CC(=C1)F)C1=NN(C=N1)C([2H])([2H])[2H])OC ((6-(cyclopropanecarboxamido)-4-((5-fluoro-2-methoxy-3-(1-(methyl-d3)-1H-1,2,4-triazol-3-yl)phenyl)amino)pyridazine-3-carbonyl)oxy)zinc